C(C)NC1=CC2=C(C(N(N=C2C(C)C)C2(CC2)C(=O)O)=O)S1 [2-(ethylamino)-4-isopropyl-7-oxo-thieno[2,3-d]pyridazin-6-yl]cyclopropanecarboxylic acid